3-methoxy-4-phenyl-1H-pyrazole-1-carboxylic acid tert-butyl ester C(C)(C)(C)OC(=O)N1N=C(C(=C1)C1=CC=CC=C1)OC